BrC1=CC2=C(N(N=N2)CCO[Si](C)(C)C(C)(C)C)C=C1 5-bromo-1-(2-((tert-butyldimethylsilyl)oxy)ethyl)-1H-benzo[d][1,2,3]triazole